ClC=1C(=CC(=C(C1)N(C(OC(C)(C)C)=O)CC=1OC=CC1)C=O)S(NC)(=O)=O tert-Butyl (5-chloro-2-formyl-4-(N-methylsulfamoyl)phenyl)(furan-2-ylmethyl)carbamate